Ethyl 2-{[(1,2,3,5,6,7-hexahydro-s-indacen-4-yl)-carbamoyl]oxy}-3-(5-methyl-1H-imidazol-1-yl)propanoate C1CCC2=C(C=3CCCC3C=C12)NC(=O)OC(C(=O)OCC)CN1C=NC=C1C